3''-chloro-2',5'-difluoro-2,2''-dimethoxy-[1,1':4',1''-terphenyl]-4-carbonitrile ClC=1C(=C(C=CC1)C1=CC(=C(C=C1F)C1=C(C=C(C=C1)C#N)OC)F)OC